(2-diethylamino-ethyl)-piperidin-4-ylmethyl-carbamic acid tert-butyl ester C(C)(C)(C)OC(N(CC1CCNCC1)CCN(CC)CC)=O